NC1=C(C=C(C=N1)C1=CC=C(C=C1)C(=O)N1CC(NC(C1)C)C)OCC1=C(C(=CC=C1)F)C(F)(F)F {4-[6-amino-5-(3-fluoro-2-trifluoromethyl-benzyloxy)-pyridin-3-yl]-phenyl}-(3,5-dimethyl-piperazin-1-yl)-methanone